2-(4-(5-(2,6-Dimethylpyridin-4-yl)-6-isopropyl-4H-pyrrolo[3,2-d]thiazol-2-yl)piperidin-1-yl)-N,N-dimethylacetamide CC1=NC(=CC(=C1)C1=C(C=2N=C(SC2N1)C1CCN(CC1)CC(=O)N(C)C)C(C)C)C